FC(C1=CC=2N(C=C1C1CCN(CC1)C(=O)OC(C)(C)C)N=CN2)(F)F tert-butyl 4-(7-(trifluoromethyl)-[1,2,4]triazolo[1,5-a]pyridin-6-yl)piperidine-1-carboxylate